CN(CCN1N=CC(=C1)C1=CC=C(C=C1)C1=NNC=2C1=NN(C(C2)=O)C2=C(C=CC=C2OC)F)C 3-(4-(1-(2-(Dimethylamino)ethyl)-1H-pyrazol-4-yl)phenyl)-5-(2-fluoro-6-methoxyphenyl)-1H-pyrazolo[4,3-c]pyridazin-6(5H)-on